(S)-benzyl 4-(((S)-3-(4-fluorophenyl)-1-((naphthalen-1-ylmethyl)amino)-1-oxopropan-2-yl)amino)-4-oxo-3-(3-phenylpropanamido)butanoate FC1=CC=C(C=C1)C[C@@H](C(=O)NCC1=CC=CC2=CC=CC=C12)NC([C@H](CC(=O)OCC1=CC=CC=C1)NC(CCC1=CC=CC=C1)=O)=O